F[C@H]1[C@H](CNCC1)OC=1C=C2CN(C(C2=CC1)=O)C1C(NC(CC1)=O)=O |o1:2| 3-(5-(((3S*,4R)-4-fluoropiperidin-3-yl)oxy)-1-oxoisoindolin-2-yl)piperidine-2,6-dione